ClC=1C(=NC(=CC1)OC)B(O)O 3-CHLORO-6-METHOXYPYRIDIN-2-YLBORONIC ACID